3-[(1R)-3-[1-[4-[[(1R)-1-(2,4-dichlorophenyl)ethyl]amino]-6-(trifluoromethyl)pyrimidin-2-yl]azetidin-3-yl]-1-piperidyl]-1-methyl-cyclobutanecarboxylic acid ClC1=C(C=CC(=C1)Cl)[C@@H](C)NC1=NC(=NC(=C1)C(F)(F)F)N1CC(C1)C1CN(CCC1)C1CC(C1)(C(=O)O)C